C(C1=CC=CC=C1)S(=O)(=O)C=1NC=2C(C=CC(C2C1)=O)=O toluenesulfonyl-indole-4,7-dione